The molecule is an amino disaccharide comprised of N-acetyl-beta-D-glucosamine linked (1->4) to D-mannose. It is an amino disaccharide, a glucosamine oligosaccharide, a glycosylmannose derivative and a member of acetamides. CC(=O)N[C@@H]1[C@H]([C@@H]([C@H](O[C@H]1O[C@@H]2[C@H](O[C@@H]([C@H]([C@H]2O)O)O)CO)CO)O)O